C(=O)C1(CC1)C(=O)OCC ethyl 1-formyl-cyclopropanecarboxylate